Cl.O1CCC(CC1)CCN1N=CC(=C1)CN (1-(2-(tetrahydro-2H-pyran-4-yl)ethyl)-1H-pyrazol-4-yl)methylamine hydrochloride